(E)-5-(1H-pyrazol-4-yl)pyridin-3-ol N1N=CC(=C1)C=1C=C(C=NC1)O